CS(=O)(=O)C=1N(C=CN1)C 2-(methanesulfonyl)-1-methyl-1H-imidazole